2,6-bis(bromomethyl)naphthalene BrCC1=CC2=CC=C(C=C2C=C1)CBr